(E)-3-ethoxy-4-(hept-1,5-dien-4-yloxy)benzaldehyde C(C)OC=1C=C(C=O)C=CC1OC(CC=C)\C=C\C